ClC=1C(=C(C(=CC1)C(F)F)C1=CN=CC(=N1)C(=O)N)F 6-(3-chloro-6-(difluoromethyl)-2-fluorophenyl)pyrazine-2-carboxamide